ClC1=CC=C(CN2C(NC(N=C2SCC)=O)=O)C=C1 1-(4-chlorobenzyl)-6-(ethylsulfanyl)-1,3,5-triazine-2,4(1H,3H)-dione